6-amino-6'-(2-(3-fluorophenyl)-2-hydroxyacetamido)-N-isopropyl-4'-methyl-[3,3'-bipyridine]-5-carboxamide NC1=C(C=C(C=N1)C=1C=NC(=CC1C)NC(C(O)C1=CC(=CC=C1)F)=O)C(=O)NC(C)C